BrC=1C(=CC(=NC1)NS(=O)(=O)C=1C=NN2C1C=CC(=C2)Cl)F N-(5-bromo-4-fluoropyridin-2-yl)-6-chloropyrazolo[1,5-a]pyridine-3-sulfonamide